ClC1=C2C(=C(N=N1)Cl)COCC2 1,4-dichloro-7,8-dihydro-5H-pyrano[3,4-d]pyridazine